O=C1NC(CCC1N1C(C2=CC=C(C=C2C1=O)NCCOCCOCCC(=O)N1CCN(CC1)C1=CC=C(C=C1)C1=NNC2=C1N=C(N=C2)C2=C(C=CC=C2OC)F)=O)=O 2-(2,6-Dioxopiperidin-3-yl)-5-((2-(2-(3-(4-(4-(5-(2-Fluoro-6-methoxyphenyl)-1H-pyrazolo[4,3-d]pyrimidin-3-yl)phenyl)piperazin-1-yl)-3-oxopropoxy)ethoxy)ethyl)amino)isoindolin-1,3-dion